3-(2,5-dimethylphenyl)-1H-indole-5-carboxylic acid CC1=C(C=C(C=C1)C)C1=CNC2=CC=C(C=C12)C(=O)O